C/[N+](=C/C1=CC(=CC=C1)C1=NN(C(C2=CC=CC=C12)=O)C1=CC=CC=C1)/[O-] (Z)-N-methyl-1-(3-(4-oxo-3-phenyl-3,4-dihydrophthalazin-1-yl)phenyl)methanimine oxide